C(#N)C1=CC(=C(O[C@@H]2[C@@](CN(C2)S(=O)(=O)C=2C=CC(=NC2)C#N)(CO)O)C=C1F)OCC(C)C 5-(((3r,4s)-4-(4-cyano-5-fluoro-2-isobutoxyphenoxy)-3-hydroxy-3-(hydroxymethyl)pyrrolidin-1-yl)sulfonyl)-pyridine-2-carbonitrile